C(C=C)(=O)N1CCN(CC1)C1=CC=C(C=C1)C1=NN2C(C=CC(=C2)Br)=C1C#N (4-(4-propenoylpiperazin-1-yl)phenyl)-6-bromopyrazolo[1,5-a]pyridine-3-carbonitrile